4-((5-Cyanoimidazo[4,5-b]pyridin-1-yl)methyl)phenylboronic acid C(#N)C1=CC=C2C(=N1)N=CN2CC2=CC=C(C=C2)B(O)O